The molecule is a branched-chain amino-acid anion that is the conjugate base of 3-aminobutyric acid, obtained by deprotonation of the carboxy group. It is a conjugate base of a 3-aminobutanoic acid and a 3-aminobutanoic acid zwitterion. CC(CC(=O)[O-])N